BrC1=NN2C(NC(=CC2=O)C2=CC(=C(C=C2)C2CCCCC2)F)=C1C(=O)OCC ethyl 2-bromo-5-(4-cyclohexyl-3-fluoro-phenyl)-7-oxo-4H-pyrazolo[1,5-a]pyrimidine-3-carboxylate